FC(OC1CCC(CC1)C(=O)NN)F 4-(difluoromethoxy)cyclohexanecarbohydrazide